C(C)(C)NC1=NC(=CC2=C1N=C(N=C2)N)C N8-isopropyl-6-methylpyrido[3,4-d]pyrimidine-2,8-diamine